NC1=CC=C(C(=C1C(=O)N(C)C)F)C=1C=C2C(=NC1)NC(=C2CC)F 6-amino-3-(3-ethyl-2-fluoro-1H-pyrrolo[2,3-b]pyridin-5-yl)-2-fluoro-N,N-dimethylbenzamide